ethyl 2-methylbutanoate (Ethyl methacrylate) C(C)C=C(C(=O)O)C.CC(C(=O)OCC)CC